FC=1C=C(C=C(C1)F)[C@@H]1CC[C@H]2OC3(C(N21)=O)CC(C3)OC3=NC=NN2C3=CC=C2 (1r,3R,5'S,7a'R)-5'-(3,5-difluorophenyl)-3-[(pyrrolo[2,1-f][1,2,4]triazin-4-yl)oxy]tetrahydro-3'H-spiro[cyclobutane-1,2'-pyrrolo[2,1-b][1,3]oxazol]-3'-one